C(C)(C)(C)OC(=O)N[C@H](C(=O)N1N[C@@H](CCC1)C(=O)OC)CC1=CC(=CC(=C1)B1OC(C(O1)(C)C)(C)C)C(F)F methyl (S)-1-((S)-2-((tert-butoxycarbonyl)amino)-3-(3-(difluoromethyl)-5-(4,4,5,5-tetramethyl-1,3,2-dioxaborolan-2-yl)phenyl)propanoyl)hexahydropyridazine-3-carboxylate